C(C)N1N=CC(=C1)CN1C(N(C=C1)C1=NC(=CC(=C1F)C(F)(F)F)N1C[C@H](OCC1)C)=O 1-[(1-ethyl-1H-pyrazol-4-yl)methyl]-3-{3-fluoro-6-[(2R)-2-methylmorpholin-4-yl]-4-(trifluoromethyl)pyridin-2-yl}-1,3-dihydro-2H-imidazol-2-one